6-iodo-L-DOPA C1=C(C(=CC(=C1O)O)I)C[C@@H](C(=O)O)N